7-(piperidin-4-yl)-2-(4-(p-tolyloxy)phenyl)-1H-imidazo[1,2-b]pyrazole-3-carboxamide N1CCC(CC1)C1=C2N(N=C1)C(=C(N2)C2=CC=C(C=C2)OC2=CC=C(C=C2)C)C(=O)N